methyl 7-nitrobenzo[b]thiophene-2-carboxylate [N+](=O)([O-])C1=CC=CC2=C1SC(=C2)C(=O)OC